COC1=C(C=CC(=C1)OC)C(CS)NCC(=O)O 1-(2,4-dimethoxyphenyl)-2-mercaptoethyl-Glycine